Benzyl (1-(2-chloroacetyl)azepan-4-yl)carbamate ClCC(=O)N1CCC(CCC1)NC(OCC1=CC=CC=C1)=O